2,4'-dichloroacetophenone ClCC(=O)C1=CC=C(C=C1)Cl